tri-(3-hexyl) phosphate P(=O)(OC(CC)CCC)(OC(CC)CCC)OC(CC)CCC